2-((4-methoxybenzylidene)hydrazineylidene)-6-(4-methoxyphenyl)tetrahydropyrimidin-4(1H)-one COC1=CC=C(C=NN=C2NC(CC(N2)=O)C2=CC=C(C=C2)OC)C=C1